4-amino-4-(hydroxymethyl)piperidine-1-carboxylic acid tert-butyl ester C(C)(C)(C)OC(=O)N1CCC(CC1)(CO)N